C(#N)C1=NC2=CC(=CC(=C2N=C1N1CCN(CC1)C1=C(C=C(C=C1)C#N)F)[C@@H](C)NC1=C(C(=O)O)C=CC=C1)C (R)-2-((1-(2-cyano-3-(4-(4-cyano-2-fluorophenyl)piperazin-1-yl)-7-methylquinoxalin-5-yl)ethyl)amino)-benzoic acid